P(=O)(OC[C@H]1O[C@@]([C@@H]([C@@H]1O)O)(C#N)C1=CC=C2C(=NC=NN21)N)(OC[C@@H](COCCCCCCCCCCCCCCCCCC)OCC2=CC(=CC=C2)C#N)O ((2R,3S,4R,5R)-5-(4-aminopyrrolo[2,1-f][1,2,4]triazin-7-yl)-5-cyano-3,4-dihydroxytetrahydrofuran-2-yl)methyl ((R)-2-((3-cyanobenzyl)oxy)-3-(octadecyloxy)propyl) hydrogen phosphate